NC1=C(C=C(C=N1)C1=CC=C(S1)C(=O)O)OCC1=C(C(=CC=C1F)F)Cl 5-[6-amino-5-(2-chloro-3,6-difluoro-benzyloxy)-pyridin-3-yl]-thiophene-2-carboxylic acid